Terephthalic acid (1,4-benzendicarboxylate) C1(=CC=C(C=C1)C(=O)O)C(=O)O.C(C1=CC=C(C(=O)O)C=C1)(=O)O